Cl.OC1([C@@H](CN(C[C@@H]1C)C=1C=C2C(=CC=NC2=CC1)C(=O)O)C)C 6-((3R,4s,5S)-4-Hydroxy-3,4,5-trimethylpiperidin-1-yl)quinoline-4-carboxylic acid HCl